ethyl 8-methyl-2-[(2-methylpyridin-4-yl) methyl]-4,5-dihydro-2H-furo[2,3-g]indazole-7-carboxylate CC1=C(OC=2CCC3=CN(N=C3C21)CC2=CC(=NC=C2)C)C(=O)OCC